3,7-dibromo-5,5-diphenyl-benzo[b][1]benzosilole BrC=1C=CC2=C([Si](C3=C2C=CC(=C3)Br)(C3=CC=CC=C3)C3=CC=CC=C3)C1